1-Cyano-4-Dimethylaminopyridine Tetrafluoroborate F[B-](F)(F)F.C(#N)N1CC=C(C=C1)N(C)C